N-[(Dimethylcarbamoyl)methyl]-4-hydroxy-3-{2-[4-(trifluoromethoxy)phenyl]-6-oxa-2,9-diazaspiro[4.5]decan-9-yl}butanamide CN(C(=O)CNC(CC(CO)N1CCOC2(CCN(C2)C2=CC=C(C=C2)OC(F)(F)F)C1)=O)C